NC1=CC=C(OC2=CC=C(C=C2)C(C)(C)C2=CC=C(C=C2)OC2=CC=C(C=C2)N)C=C1 2,2-bis[4-(4-aminophenoxy)phenyl]propan